N1(CCCCC1)C1=CC=C(C=CC=2N=C(SC2)NC(OC(C)(C)C)=O)C=C1 tert-butyl (4-(4-(piperidin-1-yl)styryl)thiazol-2-yl)carbamate